6-(difluoromethoxy)imidazo[1,2-b]Pyridazine FC(OC=1C=CC=2N(N1)C=CN2)F